N-(4-methyl-3-(2-((1-methyl-1H-pyrazol-4-yl)amino)-8,9-dihydroimidazo[1',2':1,6]pyrido[2,3-d]pyrimidin-6-yl)phenyl)-2-(trifluoromethyl)isonicotinamide formate salt C(=O)O.CC1=C(C=C(C=C1)NC(C1=CC(=NC=C1)C(F)(F)F)=O)C1=CC2=C(N=C(N=C2)NC=2C=NN(C2)C)N2C1=NCC2